O=C1NC(CCC1N1C(C2=CC=C(C=C2C1=O)N1CCC(CC1)CN1CC(C1)N1CCN(CC1)C1=NC=CC(=C1)C1=NNC2=CC=C(C=C12)[N+](=O)[O-])=O)=O 2-(2,6-dioxo-3-piperidyl)-5-[4-[[3-[4-[4-(5-nitro-1H-indazol-3-yl)-2-pyridyl]piperazin-1-yl]azetidin-1-yl]methyl]-1-piperidyl]isoindoline-1,3-dione